ClC1=C(C=CC(=C1)F)/C(=C(\C1=CC=C(C=C1)O[C@@H]1CN(CC1)CCCF)/C=1C=C2C=NNC2=CC1)/CC 5-[(E)-2-(2-Chloro-4-fluorophenyl)-1-[4-[(3S)-1-(3-fluoropropyl)pyrrolidin-3-yl]oxyphenyl]but-1-enyl]-1H-indazol